1-azido-hexane N(=[N+]=[N-])CCCCCC